5,7,8-trihydroxy-2-(4-hydroxyphenyl)-6-methoxy-4H-1-benzopyran-4-one OC1=C(C(=C(C2=C1C(C=C(O2)C2=CC=C(C=C2)O)=O)O)O)OC